ClC=1C=C(C=CC1)CC(OC(=O)N[C@H](C(=O)N[C@H](C(=O)O)C[C@H]1C(NCC1)=O)CC(C)C)C1=CC=CC=C1 (2S)-2-((2S)-2-(((2-(3-chlorophenyl)-1-phenyl-ethoxy)carbonyl)amino)-4-methylpentanamido)-3-((S)-2-oxopyrrolidin-3-yl)propanoic acid